F[C@H]1CN(CC1)C(CN1CCC(CC1)C=1C=C2C(=C(NC2=CC1)C=1C=C(C=2N(C1)N=CN2)OC)C(C)C)=O (R)-1-(3-fluoropyrrolidin-1-yl)-2-(4-(3-isopropyl-2-(8-methoxy-[1,2,4]triazolo[1,5-a]pyridin-6-yl)-1H-indol-5-yl)piperidin-1-yl)ethan-1-one